O1C(OCC1)C1=C(C=CC=C1OCC1=CC=C(C=C1)OC)C1=NN(C=C1)C=1C=C(C(=O)O)C=CN1 2-(3-(2-(1,3-dioxolan-2-yl)-3-((4-methoxybenzyl)oxy)phenyl)-1H-pyrazol-1-yl)isonicotinic acid